3-(6-chloro-1H-imidazo[4,5-c]pyridin-2-yl)-N-(4-pyrimidin-4-ylphenyl)aniline ClC1=CC2=C(C=N1)N=C(N2)C=2C=C(NC1=CC=C(C=C1)C1=NC=NC=C1)C=CC2